(4-methoxybenzyl)-3-(2-nitrophenyl)-4,5,6,7-tetrahydro-1H-pyrazolo[3,4-c]pyridine COC1=CC=C(CN2N=C(C3=C2CNCC3)C3=C(C=CC=C3)[N+](=O)[O-])C=C1